(R)-(4-Chlorophenyl)(3-(5-fluorobenzo[d]thiazol-2-yl)-8-methyl-5,6-dihydro-[1,2,4]triazolo[4,3-a]pyrazin-7(8H)-yl)methanone ClC1=CC=C(C=C1)C(=O)N1[C@@H](C=2N(CC1)C(=NN2)C=2SC1=C(N2)C=C(C=C1)F)C